8-(diethylamino)-N-(3-((2,6-dioxopiperidin-3-yl)amino)phenyl)octanamide C(C)N(CCCCCCCC(=O)NC1=CC(=CC=C1)NC1C(NC(CC1)=O)=O)CC